(2-ethyl-1,3-dioxolan-4-yl)methanol C(C)C1OCC(O1)CO